4-(4-methylbenzyloxy)-9H-carbazole CC1=CC=C(COC2=CC=CC=3NC4=CC=CC=C4C23)C=C1